CN1C=C(C=2C1=CN=C(C2)NC(C)=O)C2=NC(=CC1=C2OCC(O1)C(F)(F)F)SC N-(1-methyl-3-(7-(methylthio)-2-(trifluoromethyl)-2,3-dihydro-[1,4]dioxino[2,3-c]pyridin-5-yl)-1H-pyrrolo[2,3-c]pyridin-5-yl)acetamide